4-Amino-1-(methylsulfonyl)piperidine NC1CCN(CC1)S(=O)(=O)C